C(=O)(O)C(CCCCNC(=O)C1CCC(CC1)CNC(=O)OC1CC\C=C\CCC1)NC(=O)N[C@@H](CCC(=O)O)C(=O)O (E)-((1-carboxy-5-(4-((((cyclooct-4-en-1-yloxy)carbonyl)amino)methyl)cyclohexane-1-carboxamido)pentyl)carbamoyl)glutamic acid